C1(CCCC12CCNCC2)=O 8-azaspiro[4.5]decan-1-one